6-Fluoro-2-(2'-fluoro-[1,1'-biphenyl]-4-yl)-3-methylquinoline-4-carboxylic acid FC=1C=C2C(=C(C(=NC2=CC1)C1=CC=C(C=C1)C1=C(C=CC=C1)F)C)C(=O)O